O=C1N(CCC(N1)=O)C1=NN(C2=CC(=C(C=C12)F)[C@H]1C(CN(CC1)CC(=O)O)(F)F)C 2-[(4S)-4-[3-(2,4-dioxohexahydropyrimidin-1-yl)-5-fluoro-1-methyl-indazol-6-yl]-3,3-difluoro-1-piperidyl]acetic acid